The molecule is a pentachlorobiphenyl in which the chlorines are located at the 3, 4, 5, 3', and 4' positions. It is a pentachlorobiphenyl and a trichlorobenzene. C1=CC(=C(C=C1C2=CC(=C(C(=C2)Cl)Cl)Cl)Cl)Cl